4-(4-methoxy-5-(trifluoromethyl)pyridin-2-yl)piperazine-1-carboxylic acid tert-butyl ester C(C)(C)(C)OC(=O)N1CCN(CC1)C1=NC=C(C(=C1)OC)C(F)(F)F